C(C)[SiH2]OCCCOCC1=C(C=CC=C1)O ethyl-(hydroxyphenyl)methoxypropoxysilane